C1(=CC=CC=C1)\C=C\C(C=C)CC(C(=O)[O-])(C)C (E)-1-phenylpentan-1,4-dien-3-yl-pivalate